2,5-dicarbonylpyrrolidin-1-yl 4-bromo-2-hydroxybenzoate BrC1=CC(=C(C(=O)ON2C(CCC2=C=O)=C=O)C=C1)O